NC1=NC=CC=C1C1=NC=2C(=NC(=CC2)N2N=C(C=C2)F)N1C=1C=C2CC[C@@H](C2=CC1)NC1CCN(CC1)C(C=C)=O (S)-1-(4-((5-(2-(2-aminopyridin-3-yl)-5-(3-fluoro-1H-pyrazol-1-yl)-3H-imidazo[4,5-b]pyridin-3-yl)-2,3-dihydro-1H-inden-1-yl)amino)piperidin-1-yl)prop-2-en-1-one